[Na].C(CCCCCCCCCCC)(=O)N(C)CC(=O)O N-Lauroyl-Sarcosine sodium